3-cyclopropyl-5-(2-methylsulfanyl-pyrimidin-4-yl)pyrazolo[1,5-a]pyrimidin C1(CC1)C=1C=NN2C1N=C(C=C2)C2=NC(=NC=C2)SC